ClC=1N=C2C(=C(C(N(C2=CC1)C)=O)C#N)N1CCN(CC1)CC1=C(C=CC(=C1)C#N)F 6-Chloro-4-{4-[(5-cyano-2-fluorophenyl)methyl]piperazin-1-yl}-1-methyl-2-oxo-1,2-dihydro-1,5-naphthyridin-3-carbonitril